2-triethoxysilylethyl-N,N-dimethylthiocarbamyl tetrasulfide C(C)O[Si](CCS=C(N(C)C)SSSSC(N(C)C)=SCC[Si](OCC)(OCC)OCC)(OCC)OCC